C(C1=CC=CC=C1)(=O)ON=C(C(=O)C1=CC=C(C=C1)SC1=CC=CC=C1)CC1CCCC1 1-[4-(phenylthio)phenyl]-3-cyclopentylpropane-1,2-dione-2-(benzoyloxime)